FC(C1=C(OC2=CC=C(C=C2)C2=CC=CN3C2=NS(CC3)(=O)=O)C=CC=C1)(F)F 9-{4-[2-(trifluoromethyl)phenoxy]phenyl}-3,4-dihydropyrido[2,1-c][1,2,4]thiadiazine 2,2-dioxide